1-cyanocyclopropyl-5-[1-[4-(1,1,1,2,3,3,3-heptafluoropropan-2-yl)-2-methyl-6-(trifluoromethyl)phenyl]-1H-pyrazol-4-yl]benzamide C(#N)C1(CC1)C1=C(C(=O)N)C=C(C=C1)C=1C=NN(C1)C1=C(C=C(C=C1C(F)(F)F)C(C(F)(F)F)(C(F)(F)F)F)C